FC1=CC(=CC2=C1N=C(S2)C2=C1N=CC(=NC1=CC(=C2)C)COC)F 4,6-difluoro-2-(2-(methoxymethyl)-7-methylquinoxalin-5-yl)benzo[d]thiazole